(2R,3S,4aR,7aR)-2-[4-(cyclopentylamino)phenyl]-1-(2-fluoro-6-methyl-benzoyl)-N-[4-methyl-3-(trifluoromethyl)phenyl]-2,3,4,4a,5,6,7,7a-octahydrocyclopenta[b]pyridine-3-carboxamide C1(CCCC1)NC1=CC=C(C=C1)[C@H]1[C@H](C[C@@H]2[C@H](N1C(C1=C(C=CC=C1C)F)=O)CCC2)C(=O)NC2=CC(=C(C=C2)C)C(F)(F)F